2-[(1-n-propylpentyl)oxy]ethanol C(CC)C(CCCC)OCCO